9,9-Dimethylfluorene CC1(C2=CC=CC=C2C=2C=CC=CC12)C